N-butyl-pentafluorobenzamide tert-butyl-(S)-4-(1-(3,5-difluorophenyl)ethyl)-4-fluoropiperidine-1-carboxylate C(C)(C)(C)OC(=O)N1CCC(CC1)(F)[C@@H](C)C1=CC(=CC(=C1)F)F.C(CCC)NC(C1=C(C(=C(C(=C1F)F)F)F)F)=O